CC1=C(N(C(NC)=O)C2C3C(=NC=C2)SC(=C3)C(=O)O)C=CC(=C1)OC1=CC=CC=C1 4-[2-methyl-N-(methylcarbamoyl)-4-phenoxyanilino]-3a,4-dihydrothieno[2,3-b]Pyridine-2-carboxylic acid